(R)-4-chloro-2-(1-((3-(2-hydroxypropan-2-yl)phenyl)sulfonyl)piperidin-4-yl)-5-(((tetrahydro-2H-pyran-3-yl)methyl)amino)pyridazin-3(2H)-one ClC=1C(N(N=CC1NC[C@@H]1COCCC1)C1CCN(CC1)S(=O)(=O)C1=CC(=CC=C1)C(C)(C)O)=O